ClC1=C(C=CC2=C1C(=N[C@H](C=1N2N=C(N1)C(=O)N1CC(C1)OC([2H])([2H])[2H])C)C1=C(C=CC=C1F)F)Cl [(4S)-7,8-dichloro-6-(2,6-difluorophenyl)-4-methyl-4H-[1,2,4]triazolo[1,5-a][1,4]benzodiazepin-2-yl]-[3-(trideuteriomethoxy)azetidin-1-yl]methanone